1-(tert-butyl)-3-((5-chloro-3-(hydroxymethyl)pyridine-2-yl)methyl)-1,3-dihydro-2H-pyrrole C(C)(C)(C)N1CC(C=C1)CC1=NC=C(C=C1CO)Cl